(4-((4-fluorophenyl)(2-morpholinoethyl)carbamoyl)-2-hydroxyphenyl)-[1,1'-biphenyl]-2-carboxamide FC1=CC=C(C=C1)N(C(=O)C1=CC(=C(C=C1)C1=C(C(=CC=C1)C1=CC=CC=C1)C(=O)N)O)CCN1CCOCC1